2-[(2,2-dimethyl-1,3-dioxan-4-yl)methylamino]thiazole-4-carboxylic acid methyl ester COC(=O)C=1N=C(SC1)NCC1OC(OCC1)(C)C